O[C@H]1C([C@H](C1(C)C)OC1=NN(C=C1NC=1N=CC2=C(N1)N(C(=C2)C#N)[C@H](COC)C)C([2H])([2H])[2H])(C)C 2-((3-(cis-3-hydroxy-2,2,4,4-tetramethylcyclobutoxy)-1-(methyl-d3)-1H-pyrazol-4-yl)amino)-7-((S)-1-methoxypropan-2-yl)-7H-pyrrolo[2,3-d]pyrimidine-6-carbonitrile